FC([C@H]1N(C(SC1)=C=O)C=1N=C2N(CCOC3=C2C=CC(=C3)N3[C@@H](CCC3)C(=O)N)C1)F (S)-1-(2-((R)-4-(difluoromethyl)-2-carbonyl-thiazolidine-3-yl)-5,6-dihydrobenzo[f]imidazo[1,2-d][1,4]oxazepin-9-yl)pyrrolidine-2-carboxamide